4-((4-(Piperazin-1-ylmethyl)phenyl)amino)-2-(Pyrrolidin-1-yl)pyrimido[4,5-d]pyridazin-5(6H)-on Hydrochlorid Cl.N1(CCNCC1)CC1=CC=C(C=C1)NC1=NC(=NC=2C=NNC(C21)=O)N2CCCC2